NCCNC(C(C(C(=O)NCCN)P(=O)(C1=CC=CC=C1)C1=CC=CC=C1)P(=O)(C1=CC=CC=C1)C1=CC=CC=C1)=O N,N'-bis(2-aminoethyl)-2,3-bis(diphenyl-phosphoryl)succinamide